FC1=C(C=CC(=C1)F)C1=C(C(=CN1S(=O)(=O)C=1C=NC(=CC1)OC)C=O)OC 5-(2,4-Difluorophenyl)-4-methoxy-1-((6-methoxypyridin-3-yl)sulfonyl)-1H-pyrrole-3-carbaldehyde